3-sulfamoyl-pyrrolidine-1-carboxamide S(N)(=O)(=O)C1CN(CC1)C(=O)N